methyl 4-(2-methoxy-2-oxo-ethyl)-1-(6-methylindoline-1-carbonyl)piperidine-4-carboxylate COC(CC1(CCN(CC1)C(=O)N1CCC2=CC=C(C=C12)C)C(=O)OC)=O